6-[4-[acetyl(2,2-difluoroethyl)amino]-3-chloro-phenyl]-N-benzyl-pyridine-3-carboxamide C(C)(=O)N(C1=C(C=C(C=C1)C1=CC=C(C=N1)C(=O)NCC1=CC=CC=C1)Cl)CC(F)F